ClC(C(C(=O)O)O)(Cl)Cl trichlorolactic acid